(R)-2-(3-(azetidin-3-yl)piperidin-1-yl)ethane-1-ol hydrochloride Cl.N1CC(C1)[C@@H]1CN(CCC1)CCO